COC(=O)C1=CC=2N(C(=C1)OC1=CC=C(C=C1)O)C(=NC2)C.OC2=CC=C(OC1=CC(=CC=3N1C(=NC3)C)C(=O)OC)C=C2 Methyl 5-(4-hydroxyphenoxy)-3-methyl-imidazo[1,5-a]pyridine-7-carboxylate Methyl-5-(4-hydroxyphenoxy)-3-methyl-imidazo[1,5-a]pyridine-7-carboxylate